BrCC(C(C1=CC=C(C=C1)Cl)N1C(C2=CC=CC=C2C1=O)=O)=O 2-(3-bromo-1-(4-chlorophenyl)-2-oxopropyl)isoindoline-1,3-dione